cobalt nitrate fluoride [F-].[N+](=O)([O-])[O-].[Co+2]